COC(C1=C(C=CC=C1)C1(CC1)NC(=O)OC(C)(C)C)=O ((tert-Butoxycarbonylamino)cyclopropyl)benzoic acid methyl ester